C(C)OC1(C(=O)OCC1)C1=CC=CC=C1 ethoxy-phenyl-butyrolactone